(S)-2-fluoro-4-methyl-N-(6-(5-methyl-6,7-dihydro-5H-pyrrolo[2,1-c][1,2,4]triazol-3-yl)pyridin-2-yl)-5-(4-(oxetan-3-yl)-1H-imidazol-1-yl)benzamide FC1=C(C(=O)NC2=NC(=CC=C2)C=2N3C(=NN2)CC[C@@H]3C)C=C(C(=C1)C)N1C=NC(=C1)C1COC1